N1=C(C=CC=C1C(=O)F)C(=O)F pyridine-2,6-dicarbonyl difluoride